C(#N)C=1C(=NC(=CN1)N1CCCCC1)NC1=CC=C(C=C1)C1CCN(CC1)C(=O)OC(C)(C)C tert-butyl 4-(4-((3-cyano-6-(piperidin-1-yl)pyrazin-2-yl)amino)phenyl)piperidine-1-carboxylate